S1(C=CC=C1)C=O Thiophene-1-carbaldehyde